[Br-].[Br-].[Br-].[Br-].N1=CC=C(C=C1)C1=CC=NC=C1 4,4'-bipyridine tetrabromide